C(CCC)PC1=CC=C(C=C1)N(C)C butyl(4-dimethylaminophenyl)-phosphine